C(C)N(CC)C[Si](OCC(C)C)(OCC(C)C)OCC(C)C N,N-diethylaminomethyl-triisobutoxysilane